decaamyl-fluorooctanoic acid C(CCCC)C(C(C(C(C(C(C(=O)O)(F)CCCCC)(CCCCC)CCCCC)(CCCCC)CCCCC)(CCCCC)CCCCC)(CCCCC)CCCCC)C